phenazine C1=CC=CC2=NC3=CC=CC=C3N=C12